(4-(5-(5-fluoropyridin-2-yl)-2-(pyridin-3-yl)-3H-imidazo[4,5-b]pyridin-3-yl)phenyl)methanol FC=1C=CC(=NC1)C1=CC=C2C(=N1)N(C(=N2)C=2C=NC=CC2)C2=CC=C(C=C2)CO